5-(N-(4-chloro-2-(((furan-2-ylmethyl)amino)methyl)phenyl)-N-ethylsulfamoyl)-3-methylbenzofuran-2-carboxylic acid ethyl ester C(C)OC(=O)C=1OC2=C(C1C)C=C(C=C2)S(N(CC)C2=C(C=C(C=C2)Cl)CNCC=2OC=CC2)(=O)=O